IC=1C=C(C(=O)O)C=C(C1)C(=O)OC 3-iodo-5-(methoxycarbonyl)benzoic acid